O=C1NC(CCC1N1C(C2=CC=C(C=C2C1=O)NCCOCCOCCOCCC(=O)O)=O)=O 3-(2-(2-(2-((2-(2,6-dioxopiperidin-3-yl)-1,3-dioxoisoindolin-5-yl)amino)ethoxy)ethoxy)ethoxy)propanoic acid